(11R)-(Z,Z)-6,9-Heneicosadien-11-ol CCCCC\C=C/C\C=C/[C@@H](CCCCCCCCCC)O